COC1=CC=C(CNC(C=C)=O)C=C1 N-(4-methoxybenzyl)acrylamide